2-oxo-6,7-dihydro-2H-pyrido[2',1':3,4]pyrazino[1,2-b]indazole O=C1C=C2N(CCN3N=C4C=CC=CC4=C32)C=C1